C(C)(C)(C)OC(=O)N1C[C@@H](CCC1)NC=1C(N(C(=NN1)C1=C(C=C(C=C1)I)OC)C1CC1)=O (R)-3-((4-cyclopropyl-3-(4-iodo-2-methoxyphenyl)-5-oxo-4,5-dihydro-1,2,4-triazin-6-yl)amino)piperidine-1-carboxylic acid tert-butyl ester